N-tosyl-6-bromo-3-indolyl-boric acid S(=O)(=O)(C1=CC=C(C)C=C1)N1C=C(C2=CC=C(C=C12)Br)OB(O)O